diallyl-diphenylphosphine iodide [I-].C(C=C)C=1C(=C(C=CC1)PC1=CC=CC=C1)CC=C